2-(2-methyl-propyl)-4-hydroxy-4-methyl-tetrahydropyrane CC(CC1OCCC(C1)(C)O)C